CC=1C=CC(=NC1CN1CCCC1)NC1=CC2=C(C=N1)SC(=N2)C2=NC=CC=C2C 5-Methyl-N-[2-(3-methylpyridin-2-yl)-[1,3]thiazolo[5,4-c]pyridin-6-yl]-6-[(pyrrolidin-1-yl)methyl]pyridin-2-amine